O=C1NC(CCC1N1C(C2=CC=CC(=C2C1)C#CCCCCCN1CCN(CC1)C1=CC=C(C(=O)N2CCC(CC2)CCCCNC(\C=C\C=2C=NN=NC2)=O)C=C1)=O)=O (E)-N-(4-(1-(4-(4-(7-(2-(2,6-dioxopiperidin-3-yl)-1-oxoisoindolin-4-yl)hept-6-yn-1-yl)piperazin-1-yl)benzoyl)piperidin-4-yl)butyl)-3-(1,2,3-triazin-5-yl)acrylamide